ClC1=CC=2OC[C@@H](C(N(C2N=C1)C)=O)NC(=O)C1=NC=C(C(=N1)C1NCCC(C1)(F)F)C N-((S)-8-chloro-5-methyl-4-oxo-2,3,4,5-tetrahydropyrido[3,2-b][1,4]oxazepin-3-yl)-4-(4,4-difluoropiperidin-2-yl)-5-methylpyrimidine-2-carboxamide